FC1=C(C=CC(=C1)F)[C@@H]1N(OCC1)C1=CC(=NC=N1)NC=1C(=CC(=C(C1)NC(C=C)=O)N1CCC(CC1)N1[C@H]2CN([C@@H](C1)C2)C)OC N-(5-((6-((R)-3-(2,4-difluorophenyl)isoxazolidine-2-yl)pyrimidine-4-yl)amino)-4-methoxy-2-(4-((1R,4R)-5-methyl-2,5-diazabicyclo[2.2.1]heptane-2-yl)piperidine-1-yl)phenyl)acrylamide